FC(C(=O)[O-])(Cl)F difluorochloroacetate